ClC1=NC2=CC=CC=C2C(=N1)N(C1=NC=CC=C1)C 2-chloro-N-methyl-N-(pyridin-2-yl)quinazolin-4-amine